FC=1C=2N(C=C(C1)NC(=O)C=1C=CC(=C3C=CN=NC13)N1C[C@H](NCC1)C)C=C(N2)C N-[8-fluoro-2-methylimidazo[1,2-a]pyridin-6-yl]-5-[(3R)-3-methylpiperazin-1-yl]cinnoline-8-carboxamide